4-fluoro-1-isobutyl-N-(6-(1-methyl-5-(piperidin-1-ylmethyl)-1H-pyrazol-4-yl)isoquinolin-3-yl)piperidine-4-carboxamide FC1(CCN(CC1)CC(C)C)C(=O)NC=1N=CC2=CC=C(C=C2C1)C=1C=NN(C1CN1CCCCC1)C